COC(C1=CC(=C(C=C1)CN1C(N(C(C1=O)(C)C)C1=CC=CC=C1)=O)F)=O.O=C1N(C(CN1C1=CC=CC=C1)=O)CC1=C(C=C(C(=O)NN)C=C1)F 4-((2,5-dioxo-3-phenylimidazolidin-1-yl)methyl)-3-fluorobenzohydrazide Methyl-4-((4,4-dimethyl-2,5-dioxo-3-phenylimidazolidin-1-yl)methyl)-3-fluorobenzoate